S(=O)(=O)(C=1C=C(C(=O)O)C=CC1)C=1C=C(C(=O)O)C=CC1 3,3'-sulfonylbis-benzoic acid